C12(CC3CC(CC(C1)C3)C2)N/C(=N/S(=O)(=O)C2=CC=C(C=C2)OC(F)(F)F)/NC=2SCCCN2 N-((Z)-(((3s,5s,7s)-adamantan-1-yl)amino)((5,6-dihydro-4H-1,3-thiazin-2-yl)amino)methylene)-4-(trifluoromethoxy)benzenesulfonamide